C(CC)[Mg]OC propyl-methoxymagnesium